CC(=O)C1=NC2=C(NCC1)N=C(NC2=O)N The molecule is a member of the class of pyrimidodiazepine 3,7,8,9-tetrahydropyrimido[4,5-b][1,4]diazepin-4-one bearing amino and acetyl substituents at positions 2 and 6 respectively. It has a role as a metabolite. It is a pyrimidodiazepine and a methyl ketone.